1,4-dihydroxy-2-oxo-1,2-dihydroquinoline-3-carboxylic acid ethyl ester C(C)OC(=O)C=1C(N(C2=CC=CC=C2C1O)O)=O